ClC=1C=NN(C(C1SC)=O)C(C(=O)O)C 2-(4-chloro-5-methylsulfanyl-6-oxo-pyridazin-1-yl)propanoic acid